FC=1C=C(C=C(C1F)F)C=1N=NN(C1)C1CCOC2(C1)NC(CCC2)=O 4-(4-(3,4,5-trifluorophenyl)-1H-1,2,3-triazol-1-yl)-1-oxa-7-azaspiro[5.5]undecan-8-one